COC(CC(CC)NC1=CC=CC=C1)=O 3-(phenylamino)pentanoic acid methyl ester